C(C)(C)(C)OC(CN1C2(CC2)CC(CC1)C1=CC=C2C(=NN(C2=C1)C)N1C(NC(CC1)=O)=O)=O 2-[7-[3-(2,4-Dioxohexahydropyrimidin-1-yl)-1-methyl-indazol-6-yl]-4-azaspiro[2.5]oct-4-yl]acetic acid tert-butyl ester